COC(=O)C1=CN(C2=CC=C(C=C12)[N+](=O)[O-])CC1=CC(=CC=C1)C(F)(F)F 5-nitro-1-(3-(trifluoromethyl)benzyl)-1H-indole-3-carboxylic acid methyl ester